6-bromo-7-[[(3R,5R)-5-[3-[2-[2-[2-[tert-butyl(diphenyl)silyl]oxyethoxy]ethoxy]ethoxy]phenyl]-1-methyl-3-piperidyl]amino]thiazolo[3,2-a]pyrimidin-5-one BrC1=C(N=C2N(C1=O)C=CS2)N[C@H]2CN(C[C@H](C2)C2=CC(=CC=C2)OCCOCCOCCO[Si](C2=CC=CC=C2)(C2=CC=CC=C2)C(C)(C)C)C